C[C@@H]1C=2C=3C=C(N=NC3NC2CCN1C1=CC(=NC=C1)C=C)C1=C(C=CC=C1)O o-[(R)-5-methyl-6-(2-vinyl-4-pyridyl)-6,7,8,9-tetrahydro-5H-1,2,6,9-tetraazafluoren-3-yl]phenol